C(C1=CC=CC=C1)OC(=O)N1CCC(=CC1)C#CC=1CCN(CC1)C1=C(C=C(C=C1)NC1C(NC(CC1)=O)=O)F 4-[2-[1-[4-[(2,6-dioxo-3-piperidinyl)amino]-2-fluoro-phenyl]-3,6-dihydro-2H-pyridin-4-yl]ethynyl]-3,6-dihydro-2H-pyridine-1-carboxylic acid benzyl ester